6-(trifluoromethyl)-4-[2-(triisopropylsilyl)ethynyl]-1H-pyridin-2-one FC(C1=CC(=CC(N1)=O)C#C[Si](C(C)C)(C(C)C)C(C)C)(F)F